C1(=CC=CC=C1)COC=1C(=C(C=NC1)C=1C=NC(=CC1)C(F)(F)F)C 5-(Phenylmethoxy)-4-methyl-6'-(trifluoromethyl)-[3,3'-bipyridine]